4-fluoropyrazolo[1,5-a]pyridin FC=1C=2N(C=CC1)N=CC2